[N+](=O)([O-])C1=C(C=CC=C1)S(=O)(=O)C1=C(C=CC=C1)[N+](=O)[O-] Bis(2-nitrophenyl)sulfone